3-[(3-Bromophenoxypropylthio)methyl]-1H-1,2,4-triazol-5(4H)-one BrC=1C=C(OCCCSCC2=NNC(N2)=O)C=CC1